Nitroanthracen [N+](=O)([O-])C1=CC=CC2=CC3=CC=CC=C3C=C12